C(C)OC(=O)C=1C(=NOC1C1=CC=C(C=C1)Br)C 5-(4-bromophenyl)-3-methylisoxazole-4-carboxylic acid ethyl ester